ethyl 1-(2-amino-3-chloropyridin-4-yl)-5-(trifluoromethyl)-1H-pyrazole-4-carboxylate NC1=NC=CC(=C1Cl)N1N=CC(=C1C(F)(F)F)C(=O)OCC